C(C)(=O)NC1=NC(N(C=C1)[C@@H]1O[C@@H]([C@H]([C@@H]1OC(C)=O)O)COC(C1=CC=CC=C1)(C1=CC=C(C=C1)OC)C1=CC=C(C=C1)OC)=O acetic acid (2R,3S,4R,5R)-2-(4-acetamido-2-oxopyrimidin-1(2H)-yl)-5-((bis(4-methoxyphenyl) (phenyl) methoxy) methyl)-4-hydroxytetrahydrofuran-3-yl ester